O1C=CC2=C1C(=CC=C2)C2=NN1C(CNCC1)=C2C2=C1C(=NC=C2)NC=C1C 2-(1-benzofuran-7-yl)-3-(3-methyl-1H-pyrrolo[2,3-b]pyridin-4-yl)-4,5,6,7-tetrahydropyrazolo[1,5-a]pyrazine